ClC=1N=C(C2=C(N1)SC(=C2)CO)NC=2N=CN(C2)C2=CC=CC=C2 (2-chloro-4-(1-phenyl-1H-imidazol-4-ylamino)thieno[2,3-d]pyrimidin-6-yl)methanol